8-((3-Fluoro-5-(1-((3-methylpyridin-4-yl)methyl)-5-oxopyrrolidin-3-yl)phenyl)-λ3-iodaneylidene)-6,10-dioxaspiro[4.5]decane-7,9-dione FC=1C=C(C=C(C1)C1CN(C(C1)=O)CC1=C(C=NC=C1)C)I=C1C(OC2(CCCC2)OC1=O)=O